3-(4-(Cyclopentylcarbonyl)piperazine-1-carbonyl)-6-fluoroquinazoline-2,4(1H,3H)-dione C1(CCCC1)C(=O)N1CCN(CC1)C(=O)N1C(NC2=CC=C(C=C2C1=O)F)=O